tert-butyl (3-((6,7-dimethoxy-3-methyl-4-oxo-3,4-dihydrophthalazin-1-yl)methyl)phenyl)carbamate COC=1C=C2C(N(N=C(C2=CC1OC)CC=1C=C(C=CC1)NC(OC(C)(C)C)=O)C)=O